C(C)OC(C1[C@](C=CC=C1)(N1C(NC(C=C1)=O)=O)O[C@H](COC(C1=CC=CC=C1)(C1=CC=C(C=C1)OC)C1=CC=C(C=C1)OC)CO)=O (2R)-2-{[(2S)-1-[bis(4-methoxyphenyl)(phenyl)methoxy]-3-hydroxypropane-2-yl]oxy}-2-(2,4-dioxo-3H-pyrimidin-1-yl)benzoic acid ethyl ester